OC(C)(C)C1=C(C#N)C=CC=C1 2-(2-hydroxyprop-2-yl)benzonitrile